NC1=CC=CC(=C1)C1=CC=CC=C1 2-amino-4,4'-biphenyl